2-Chloro-1,3-dimethyl-imidazolium chlorid [Cl-].ClC=1N(C=C[N+]1C)C